CCCCC/C=C\\CC(=O)/C=C/C=C/C=C/[C@H](CCCC(=O)O)O The molecule is a leukotriene consisting of 6-trans-leukotriene B4 having a 12-keto group in place of the 12-hydroxy group. It is a long-chain fatty acid, an oxo fatty acid, a leukotriene and a hydroxy polyunsaturated fatty acid. It derives from an icosa-6,8,10,14-tetraenoic acid. It is a conjugate acid of a 12-oxo-6-trans-leukotriene B4(1-).